N-vinyl-pyrrolidone dibromide [Br-].[Br-].C(=C)N1C(CCC1)=O